N'-(1,4-phenylenebis(methylene))bis(3-(6,8-dichloro-2-methyl-1,2,3,4-tetrahydroisoquinolin-4-yl)benzenesulfonamide) C1(=CC=C(C=C1)CC1=C(C=CC=C1C1CN(CC2=C(C=C(C=C12)Cl)Cl)C)S(=O)(=O)N)CC1=C(C=CC=C1C1CN(CC2=C(C=C(C=C12)Cl)Cl)C)S(=O)(=O)N